methyl ((hexyloxy)carbonyl)-D-asparaginyl-L-alaninate C(CCCCC)OC(=O)N[C@H](CC(N)=O)C(=O)N[C@@H](C)C(=O)OC